(S)-N-(7-(3-hydroxy-3-methylbut-1-yn-1-yl)-5-methyl-4-oxo-2,3,4,5-tetrahydrobenzo[b][1,4]oxazepin-3-yl)-5-phenoxypicolinamide OC(C#CC1=CC2=C(OC[C@@H](C(N2C)=O)NC(C2=NC=C(C=C2)OC2=CC=CC=C2)=O)C=C1)(C)C